Para-fluorophenyloxalic acid FC1=CC=C(C=C1)OC(C(=O)O)=O